CN(C1=CC=C(C=N1)C=CC(=O)N)C 3-(6-(dimethylamino)pyridin-3-yl)acrylamide